ClC=1C=C2C(CC(C2=CC1Cl)=O)=O 5,6-Dichloroindan-1,3-dione